CP(=O)(C)C1CN(CCOC1)C(=O)OC(C)(C)C tert-butyl 6-(dimethylphosphoryl)-1,4-oxazepane-4-carboxylate